CC1=C(C=2N(N=C1N1CC=3C=CC=NC3CC1)C=NN2)C 6-(7,8-Dimethyl-[1,2,4]triazolo[4,3-b]pyridazin-6-yl)-7,8-dihydro-5H-1,6-naphthyridin